3,5,7-trichloroazaanthracene ClC=1C=NC2=CC3=CC(=CC(=C3C=C2C1)Cl)Cl